NC1=C(C=C(C=N1)NC(C(=O)N1[C@H](CN([C@@H](C1)C)C(C(C)(C)C)=O)C1=CC(=CC=C1)N1CCN(CC1)C)=O)C N-(6-amino-5-methylpyridin-3-yl)-2-((2S,5R)-5-methyl-2-(3-(4-methylpiperazin-1-yl)phenyl)-4-pivaloylpiperazin-1-yl)-2-oxoacetamide